tert-Butyl 3-(6-chloro-2-{[(2R,7aS)-2-fluorotetrahydro-1H-pyrrolizin-7a(5H)-yl]methoxy}pyrimidin-4-yl)-3,8-diazabicyclo[3.2.1]octane-8-carboxylate ClC1=CC(=NC(=N1)OC[C@]12CCCN2C[C@@H](C1)F)N1CC2CCC(C1)N2C(=O)OC(C)(C)C